Di-sodium hydrogen phosphate, di-hydrate O.O.P(=O)(O)([O-])[O-].[Na+].[Na+]